1-methyl-1'-{2-[(2-methyl-1-oxo-2,3-dihydro-1H-isoindol-5-yl)oxy]ethyl}-1,2-dihydrospiro[indole-3,4'-piperidin]-2-one CN1C(C2(CCN(CC2)CCOC=2C=C3CN(C(C3=CC2)=O)C)C2=CC=CC=C12)=O